ClC1=CC(=C(C=C1)N1N=NC(=C1)C#N)C1=CC(NC=C1)=O 1-(4-Chloro-2-(2-oxo-1,2-dihydropyridin-4-yl)phenyl)-1H-1,2,3-triazole-4-carbonitrile